ethyl 13-(2,6-difluorophenyl)-10-oxo-7-thia-9,12-diazatricyclo[6.5.0.02,6]trideca-1(8),2(6),12-triene-5-carboxylate FC1=C(C(=CC=C1)F)C1=NCC(NC=2SC=3C(CCC3C12)C(=O)OCC)=O